N1(N=CC=C1)C=1C=CC(=NC1)N1C(N(C2=C(C1=O)C(=C(S2)C2=CC=C(C=C2)NC(=O)NCC(F)F)CN(C)C)CC2=C(C=CC=C2F)F)=O 1-(4-(3-(5-(1H-pyrazol-1-yl)pyrid-2-yl)-1-(2,6-difluorobenzyl)-5-((dimethyl-amino)methyl)-2,4-dioxo-1,2,3,4-tetrahydrothieno[2,3-d]pyrimidin-6-yl)phenyl)-3-(2,2-difluoroethyl)urea